tert-butyl 4-[4-[3-(2,4-dioxohexahydropyrimidin-1-yl)imidazo[1,2-a]pyridin-8-yl] but-3-ynyl]piperazine-1-carboxylate O=C1N(CCC(N1)=O)C1=CN=C2N1C=CC=C2C#CCCN2CCN(CC2)C(=O)OC(C)(C)C